[Cr].[Sn].NC1=NC(=C2NC=NC2=N1)NCC1=CC=C(C=C1)O 2-amino-6-(4-hydroxybenzylamino)purine tin chromium